C(C=C)(=O)N1C[C@@H]2COC3=C(C(N2CC1)=O)C(=NC(=C3Cl)C3=C(C=CC=C3)F)N3C(CCC3)(C)C (R)-8-acryloyl-4-chloro-1-(2,2-dimethylpyrrolidin-1-yl)-3-(2-fluorophenyl)-6,6a,7,8,9,10-hexahydro-12H-pyrazino[2,1-c]pyrido[3,4-f][1,4]oxazepin-12-one